C(C)(C)(C)NC(C(=O)N1[C@@H]([C@@H]2[C@H](C1)CCC2)C(=O)OCC)=O ethyl (1S,3aR,6aS)-2-(2-(tert-butyl amino)-2-oxoacetyl)octahydrocyclopenta[c]pyrrole-1-carboxylate